Cl.NC1=C(C=C(OC2=CC=NC=3NC(C=NC32)=O)C=C1)SC 8-(4-amino-3-methylsulfanyl-phenoxy)-4H-pyrido[2,3-b]pyrazin-3-one, hydrochloride